C(C)(C)(C)OC(=O)NC1=CC=C(C=C1)C=1SC=C(N1)C(=O)N[C@@H](CO[Si](C1=CC=CC=C1)(C1=CC=CC=C1)C(C)(C)C)C(=O)O N-(2-(4-((tert-butoxycarbonyl)amino)phenyl)thiazole-4-carbonyl)-O-(tert-butyldiphenylsilyl)serine